CC(CC=CC(C)=O)CCCC(C)C 6,10-dimethyl-undec-3-en-2-one